N1(CCC1)C1=CC=C(C=C1)C=1C=C2C(C(NC2=CC1Cl)=O)=C(C1=CC(=NO1)OC)O 5-[4-(azetidin-1-yl)phenyl]6-chloro-3-[hydroxy-(3-methoxyisoxazol-5-yl)methylene]indolin-2-one